C(C)C(C(=O)O)CC(=O)C1=CC2=C(S1)C=C(C(=C2[N+](=O)[O-])O)OC 2-Ethyl-4-(5-hydroxy-6-methoxy-4-nitrobenzo[b]thiophen-2-yl)-4-oxobutanoic acid